C1(CCCCC1)[C@H](C)NC(CN1N=CC=2N(C1=O)C=CC2)=O (S)-N-(1-cyclohexylethyl)-2-(4-oxopyrrolo[1,2-d][1,2,4]triazin-3(4H)yl)acetamide